C(C1=CC=CC=C1)[C@H]1CCCC(C(N1C(=O)OC(C)(C)C)=O)C tert-butyl (7R)-7-benzyl-3-methyl-2-oxoazepane-1-carboxylate